5-(4H-1,2,4-triazol-4-yl)nicotinic acid N=1N=CN(C1)C=1C=NC=C(C(=O)O)C1